COS(=O)(=O)[O-].C[NH2+]C N,N-dimethyl-ammonium methylsulfate